octane-1,1-diol C(CCCCCCC)(O)O